C(C)(C)(C)OCC[C@H](C(=O)NC=1C=C2N=CC=NC2=CC1)N1C(C=C(C(=C1)OC)C1=C(C=CC(=C1)Cl)C(CC)=O)=O (R)-4-(tert-butoxy)-2-(4-(5-chloro-2-propionylphenyl)-5-methoxy-2-oxopyridin-1(2H)-yl)-N-(quinoxalin-6-yl)butanamide